1-(3-bromo-4-fluorophenyl)-1,1-difluoro-2-methylpropan-2-ol BrC=1C=C(C=CC1F)C(C(C)(O)C)(F)F